N[C@@H](C(C)C)C(=O)N1[C@@H](C[C@H](C1)O)C(=O)N[C@@H](CO)C1=CC=C(C=C1)C1=CC=NN1CC L-valyl-(4R)-N-{(1R)-1-[4-(1-ethyl-1H-pyrazol-5-yl)phenyl]-2-hydroxyethyl}-4-hydroxy-L-prolinamide